FC1=NC=CC=C1C1=CC=C(CNC2=NC=NC3=C2SC=2N=NC(=C(C23)C)C)C=C1 N-(4-(2-fluoropyridin-3-yl)benzyl)-3,4-dimethylpyrimidino[4',5':4,5]thieno[2,3-c]pyridazin-8-amine